butanesulton C1CCCOS1(=O)=O